ClC1=CC=2N(C=C1)C=C(N2)C(=O)NN 7-chloroimidazo[1,2-a]pyridine-2-carbohydrazide